sorbitol hexapropionate C(CC)(=O)OC[C@H](OC(CC)=O)[C@@H](OC(CC)=O)[C@H](OC(CC)=O)[C@H](OC(CC)=O)COC(CC)=O